(R)-3-amino-1-(2-((6-amino-9H-purin-9-yl)methyl)-4-fluoro-3-(trifluoromethyl)phenyl)-N-(2-cyano-2-methylpropyl)pyrrolidine-3-carboxamide N[C@]1(CN(CC1)C1=C(C(=C(C=C1)F)C(F)(F)F)CN1C2=NC=NC(=C2N=C1)N)C(=O)NCC(C)(C)C#N